CN(C1=NC=2N(C3=CC=CC=C13)C=NN2)C=2C=C(C=CC2)C2=C(C=CC=C2)C N-Methyl-N-(2'-methyl-[1,1'-biphenyl]-3-yl)-[1,2,4]triazolo[4,3-a]quinazolin-5-amine